n-butyl-4,4-di-tert-butyl-peroxyvalerate C(CCC)OOC(CCC(C)(C(C)(C)C)C(C)(C)C)=O